COC1=CC=C(C=N1)N1CC2=C(N=CN=C2)CC1 6-(6-Methoxy-pyridin-3-yl)-5,6,7,8-tetrahydro-pyrido[4,3-d]pyrimidin